COC1=CC=C(C=C1)N(C1=CC=C(C=C1)C1=CC=C(S1)C=C(C#N)C#N)C1=CC=C(C=C1)OC ((5-(4-(bis(4-methoxyphenyl)amino)phenyl)thiophen-2-yl)methylene)malononitrile